p-tertiary-butyl-dichloroacetophenone C(C)(C)(C)C1=CC=C(C=C1)C(C(Cl)Cl)=O